C(C(C(C(=C)C(=O)O)C(=O)O)C(=O)O)C(=O)O 4-pentene-1,2,3,4-tetracarboxylic acid